FC1(CN(CC1)C=1C=C(C=NC1)C=1N=NN(C1)CC=1N=C2N(C=C(C=C2)CO)C1)F (2-((4-(5-(3,3-difluoropyrrolidin-1-yl)pyridin-3-yl)-1H-1,2,3-triazol-1-yl)methyl)imidazo[1,2-a]pyridin-6-yl)methanol